COC1=C(C=CC=2C3=CC(=C(C=C3C=CC12)OC)OC)OC 1,2,6,7-tetramethoxyphenanthrene